FC1=CC(=CC=2C(=COC21)S(=O)(=O)CF)C(=O)N 7-fluoro-3-((fluoromethyl)sulfonyl)benzofuran-5-carboxamide